2-[(2,2-difluoroethyl)amino]-5-[3-(2-oxo-1,2,3,4-tetrahydroquinolin-6-yl)-1,2,4-oxadiazol-5-yl]benzonitrile FC(CNC1=C(C#N)C=C(C=C1)C1=NC(=NO1)C=1C=C2CCC(NC2=CC1)=O)F